FC(C1=CC=C(C=C1)CC(=O)NC1=CC=C(OC=2C3=C(N=CN2)N(C=C3)C(=O)OC3=CC=CC=C3)C=C1)(F)F phenyl 4-(4-(2-(4-(trifluoromethyl) phenyl) acetamido) phenoxy)-7H-pyrrolo[2,3-D]pyrimidine-7-carboxylate